ClC1=C(C(=O)NC2=CC=C(C=C2)C2=NN(C(=C2)NC(=O)C=2C=C(OCCNC(OC(C)(C)C)=O)C=CC2)C)C=CC=C1 tert-butyl (2-(3-((3-(4-(2-chlorobenzamido)phenyl)-1-methyl-1H-pyrazol-5-yl)carbamoyl)phenoxy)ethyl)carbamate